C(C)S(=O)(=O)C=1C(=NC=CC1)C1=CC2=C(C=N1)N(C=N2)CC(C(F)(F)F)(F)F 6-(3-ethylsulfonyl-2-pyridyl)-3-(2,2,3,3,3-pentafluoropropyl)imidazo[4,5-c]pyridine